NCCCN(CCCN)C N1-(3-aminopropyl)-N1-methylpropane-1,3-diamine